BrC=1SC(=C(C1Br)Br)Cl 2,3,4-tribromo-5-chloro-thiophene